4-(1H-pyrazol-4-yl)-6-[[(3R)-pyrrolidin-3-yl]amino]-1,7-naphthyridine-3-carbonitrile N1N=CC(=C1)C1=C(C=NC2=CN=C(C=C12)N[C@H]1CNCC1)C#N